6-chloro-4-phenyl-3-[5-[4-(trifluoromethyl)phenyl]-4,5-dihydro-1H-pyrazol-3-yl]-1H-quinolin-2-one ClC=1C=C2C(=C(C(NC2=CC1)=O)C1=NNC(C1)C1=CC=C(C=C1)C(F)(F)F)C1=CC=CC=C1